edetic Acid sodium salt [Na+].C(N(CC(=O)[O-])CC(=O)[O-])CN(CC(=O)[O-])CC(=O)[O-].[Na+].[Na+].[Na+]